1-[2-(5-methyl-1,3-oxazol-2-yl)acetyl]pyrrolidine-2-carboxamide CC1=CN=C(O1)CC(=O)N1C(CCC1)C(=O)N